F[C@@H]1[C@H]2CCC[C@@H](C[C@@H]1OC1=CC=C(N=N1)C1=C(C=C(C=C1)C1=CC=3N(C=C1)C=CN3)O)N2 2-(6-(((1r,2r,3s,5s)-2-fluoro-9-azabicyclo[3.3.1]non-3-yl)oxy)pyridazin-3-yl)-5-(imidazo[1,2-a]pyridin-7-yl)phenol